C(C)OC1=CC=C(C(=O)NC=2C=C3C=4CC(CCC4NC3=CC2)CNC(C)CC)C=C1 6-(4-ethoxybenzoyl)amino-3-(sec-butyl)aminomethyl-1,2,3,4-tetrahydro-9H-carbazole